HexahydroxyPlatinum O[Pt](O)(O)(O)(O)O